N-(3-chlorophenyl)-7-(3,4-dimethoxyphenyl)pyrazolo[1,5-a]pyrimidine ClC=1C=C(C=CC1)N1CC=C2N1C(=CC=N2)C2=CC(=C(C=C2)OC)OC